methyl-6-bromo-1-methyl-indazole CC1=NN(C2=CC(=CC=C12)Br)C